(R)-1-(4-((4-(6-(5-(2-(2,4-difluorophenyl)pyrrolidin-1-yl)pyrazolo[1,5-a]pyrimidin-3-yl)pyridin-2-yl)piperazin-1-yl)methyl)phenyl)dihydropyrimidine-2,4(1H,3H)-dione FC1=C(C=CC(=C1)F)[C@@H]1N(CCC1)C1=NC=2N(C=C1)N=CC2C2=CC=CC(=N2)N2CCN(CC2)CC2=CC=C(C=C2)N2C(NC(CC2)=O)=O